FCCN1[C@H](CCC1)CO (R)-(1-(2-fluoroethyl)pyrrolidin-2-yl)methanol